4-((2S,4S)-2-((difluoromethoxy)methyl)-4-((5-(trifluoromethoxy)pyridin-2-yl)oxy)pyrrolidin-1-yl)benzamide FC(OC[C@H]1N(C[C@H](C1)OC1=NC=C(C=C1)OC(F)(F)F)C1=CC=C(C(=O)N)C=C1)F